CC1=[C-]C2=CC=C(C=C2C(=C1)[Si](C)(C)C)C.[Li+] lithium 2,6-dimethyl-4-(trimethylsilyl)naphthalenide